OC1=CC=C(C=C1)C1(COC1)C1=CC=C(OC2CC(C2)NC(OC(C)(C)C)=O)C=C1 tert-butyl ((1r,3r)-3-(4-(3-(4-hydroxylphenyl)oxetane-3-yl)phenoxy)cyclobutyl)carbamate